2-(2,3-dihydro-1,4-benzodioxin-6-yl)-7-(3,3-dimethylpiperazin-1-yl)-4H-pyrido[1,2-a]pyrimidin-4-one O1CCOC2=C1C=CC(=C2)C=2N=C1N(C(C2)=O)C=C(C=C1)N1CC(NCC1)(C)C